Ethyl 2-(4-((3-(2,6-difluorophenyl)-8-oxo-5,6,7,8-tetrahydroimidazo[1,5-a]pyrazin-1-yl) amino) phenyl)-2-methylpropionate FC1=C(C(=CC=C1)F)C1=NC(=C2N1CCNC2=O)NC2=CC=C(C=C2)C(C(=O)OCC)(C)C